(8R)-8-phenyl-2-(2-((tetrahydrofuran-3-yl)oxy)pyridin-4-yl)-7,8-dihydro-6H-pyrrolo[2',1':2,3]imidazo[4,5-b]piperidine C1(=CC=CC=C1)[C@H]1CCC2=NC3=C(NC(CC3)C3=CC(=NC=C3)OC3COCC3)N21